O1C(=CC2=C1C=CC=C2)CN2C=CC1=CC=CC(=C21)C(=O)NC2(CC2)C21CC(C2)(C1)C(=O)O 3-(1-(1-(benzofuran-2-ylmethyl)-1H-indole-7-carboxamido)cyclopropyl)bicyclo[1.1.1]pentane-1-carboxylic acid